FC1=C(C=CC=C1OC)C1=C(C(C(NC1=O)=O)CC1=C(C=CC=C1C(F)(F)F)F)C 5-(2-fluoro-3-methoxyphenyl)-3-(2-fluoro-6-(trifluoromethyl)benzyl)-4-methylpyridine-2,6(1H,3H)-dione